NC=1C2=C(N=CN1)N(C(=C2C2=CC(=C(C=C2)N=S2(CCCC2)=O)F)C2=CC=C(C=C2)C=C(C(=O)N)COC)C (4-(4-amino-5-(3-fluoro-4-((1-oxotetrahydro-1λ6-thiophen-1-ylidene)amino)phenyl)-7-methyl-7H-pyrrolo[2,3-d]pyrimidin-6-yl)phenyl)-2-(methoxymethyl)acrylamide